C(CCC)C1=CC=CC2=C1C(NS2)=O butyl-1,2-benzisothiazolin-3-one